CC1=CC=C(S1)S(=O)(=O)Cl 5-methylthiophene-2-sulfonyl chloride